CS(=O)(=O)O[C@@H]1C[C@@H](C1)NC(=O)OC(C)(C)C ((cis)-3-((tert-butoxycarbonyl) amino) cyclobutyl) methyl-sulfonate